phosphono-monoamine P(=O)(O)(O)N